O1C(=CC=C1)CN1C(=C(C=C1C)C(=O)N(C)OC)C 1-(furan-2-ylmethyl)-N-methoxy-N,2,5-trimethyl-1H-pyrrole-3-carboxamide